6-{8-methoxy-7-[3-(pyrrolidin-1-yl)propoxy]-5H-pyrido[4,3-b]indol-1-yl}-N-methylpyridin-2-amine COC1=CC=2C3=C(NC2C=C1OCCCN1CCCC1)C=CN=C3C3=CC=CC(=N3)NC